(4S)-4-benzyl-3-[3-(1-hydroxyethyl)-5-methylphenyl]-1,3-oxazolidin-2-one C(C1=CC=CC=C1)[C@@H]1N(C(OC1)=O)C1=CC(=CC(=C1)C)C(C)O